CC1=C(C(CCC1)(C)C)/C=C/C(=C/C=C/C(=C/CO)/C)/C The molecule is a retinol in which all four exocyclic double bonds have E- (trans-) geometry. It has a role as a human metabolite and a mouse metabolite. It is a retinol and a primary allylic alcohol.